2-((2S)-4-(5-(6-chloro-5-fluoro-1H-indazol-4-yl)-8-(((S)-1-methylpyrrolidin-2-yl)methoxy)-3,4-dihydro-2H-pyrano[2,3-f]quinazolin-10-yl)-1-(2-fluoroacryloyl)piperazin-2-yl)acetonitrile ClC1=C(C(=C2C=NNC2=C1)C1=C2C(=C3C(=NC(=NC3=C1)OC[C@H]1N(CCC1)C)N1C[C@@H](N(CC1)C(C(=C)F)=O)CC#N)OCCC2)F